CN1N=CC2=C(C=CC=C12)C=1C=C(C=CC1)NC(C(C)C)=O N-(3-(1-methyl-1H-indazol-4-yl)phenyl)isobutyramide